3-methoxy-2-methyl-naphthalen-1-ol COC=1C(=C(C2=CC=CC=C2C1)O)C